C(C)OC(NC1=CC=C2C3=C(NC([C@H](C/C=C/CCC(NC2=C1)=O)N)=N3)Cl)=O ((E)-(S)-15-amino-18-chloro-9-oxo-8,17,19-triaza-tricyclo[14.2.1.02,7]nonadec-1(18),2,4,6,12,16(19)-hexa-en-5-yl)-carbamic acid ethyl ester